FC=1C=C(C(=O)O)C=CC1OCCCCCCOC(C(=C)C)=O 3-fluoro-4-((6-(methacryloyloxy)hexyl)oxy)benzoic acid